(2S)-N-(4-(cyclopropylamino)-3,4-dioxo-1-((S)-2-oxopyrrolidin-3-yl)butan-2-yl)-4,4-dimethyl-2-((S)-3-(3-(trifluoromethoxy)phenyl)butanamido)pentanamide C1(CC1)NC(C(C(C[C@H]1C(NCC1)=O)NC([C@H](CC(C)(C)C)NC(C[C@H](C)C1=CC(=CC=C1)OC(F)(F)F)=O)=O)=O)=O